myristyl montanate C(CCCCCCCCCCCCCCCCCCCCCCCCCCC)(=O)OCCCCCCCCCCCCCC